N-((1RS,3RS)-3-Acrylamidocyclopentyl)-4-oxo-5-(6-phenoxypyridin-3-yl)-4,5-dihydro-3H-1-thia-3,5,8-triazaacenaphthylene-2-carboxamide C(C=C)(=O)N[C@H]1C[C@@H](CC1)NC(=O)C=1SC=2N=CC=C3N(C(NC1C23)=O)C=2C=NC(=CC2)OC2=CC=CC=C2 |r|